N-(6-Cyanopyridin-3-yl)-3-(3-methyl-4-nitrophenyl)-2-(trifluoromethyl)oxazolidin-5-carboxamid C(#N)C1=CC=C(C=N1)NC(=O)C1CN(C(O1)C(F)(F)F)C1=CC(=C(C=C1)[N+](=O)[O-])C